C(C)OC1=NC=CC=C1C1=CC(=C2C(=N1)C(=NN2C(C)C)C)NCC2=CN=C(S2)C 5-(2-ethoxy-3-pyridinyl)-1-isopropyl-3-methyl-N-[(2-methylthiazol-5-yl)methyl]pyrazolo[4,3-b]pyridin-7-amine